CC1=NC(=CC(=C1)C=1NC2=CC(=CC=C2C1C)C1=CC2=C(N(C=N2)C2CCN(CC2)C(=O)OC(C)(C)C)C=C1)C tert-butyl 4-[5-[2-(2,6-dimethyl-4-pyridyl)-3-methyl-1H-indol-6-yl]benzimidazol-1-yl]piperidine-1-carboxylate